(2,4)-bipyridinium [NH+]1=C(C=CC=C1)C1=CC=[NH+]C=C1